ClC1=CC=C2C(=N1)N(C(=N2)C2=CC=C(C=C2)S(=O)(=O)C)C 5-chloro-3-methyl-2-(4-methylsulfonylphenyl)imidazo[4,5-b]pyridine